1-((1-(2,6-difluoro-4-(1-(tetrahydro-2H-pyran-2-yl)-1H-pyrazol-4-yl)phenyl)piperidine-4-yl)methyl)pyridine FC1=C(C(=CC(=C1)C=1C=NN(C1)C1OCCCC1)F)N1CCC(CC1)CN1CC=CC=C1